lead chromite [Cr](=O)([O-])[O-].[Pb+2]